tert-butyl 4-hydroxy-4-((quinazolin-2-ylamino)methyl)piperidine-1-carboxylate OC1(CCN(CC1)C(=O)OC(C)(C)C)CNC1=NC2=CC=CC=C2C=N1